(3-fluorophenyl)pyrazolo[1,5-a]pyridine FC=1C=C(C=CC1)C1=NN2C(C=CC=C2)=C1